COC1=CC=C(CCOC2=CC=C(C=C2)CCO)C=C1 2-(4-(4-methoxy-phenethoxy)phenyl)ethan-1-ol